Cl.N1CC(C1)C=1C(=C(C=C(C1F)Cl)C(C)N1N=C(C=2C1=NC=NC2N)C)OC 1-[1-(3-azetidin-3-yl-5-chloro-4-fluoro-2-methoxyphenyl)ethyl]-3-methyl-1H-pyrazolo[3,4-d]pyrimidin-4-amine HCl salt